NC1=C(C(=O)NC=2SC(=CN2)C#N)C=CC=C1 amino-N-(5-Cyanothiazol-2-yl)benzamide